NCCCCCCCCCCCCCCCS 15-Aminopentadecane-1-thiol